OCCN1C(CNC=2C1=NC(=CN2)C=2C(=NC(=CC2)C2=NNC=N2)C)=O 1-(2-hydroxyethyl)-7-(2-methyl-6-(1H-1,2,4-triazol-3-yl)pyridin-3-yl)-3,4-dihydropyrazino[2,3-b]pyrazin-2(1H)-one